(S)-2-(6-chloro-8-(difluoromethoxy)imidazo[1,2-a]pyridin-2-yl)-N-(3-cyclopropyl-1H-pyrazol-5-yl)propanamide ClC=1C=C(C=2N(C1)C=C(N2)[C@@H](C(=O)NC2=CC(=NN2)C2CC2)C)OC(F)F